C(=O)O.O=C1NC(CCC1NC1=CC=C(C=C1)C1CCN(CC1)CC(=O)O)=O 2-[4-[4-[(2,6-dioxo-3-piperidyl)amino]phenyl]-1-piperidyl]acetic acid formic acid salt